N-((2R,3S,5R)-2-((((CIS)-4-(3-fluorophenyl)cyclohexyl)oxy)methyl)-5-methylpyrrolidin-3-yl)methanesulfonamide FC=1C=C(C=CC1)[C@H]1CC[C@H](CC1)OC[C@@H]1N[C@@H](C[C@@H]1NS(=O)(=O)C)C